carbene selenium-gold [Au].C=[Se]